NC1=CC=CC=2C3=CC=C4C=CC=CC4=C3C=CC12 1-aminochrysene